BrC=1C(=NC(=CC1)OC)C=C(F)C1=C(C=C(C(=O)OC)C=C1)O methyl 4-(2-(3-bromo-6-methoxypyridin-2-yl)-1-fluorovinyl)-3-hydroxybenzoate